3-[3-[[ethyl-(methyl)sulfamoyl]amino]-2,6-difluoro-benzoyl]-1H-pyrrolo[2,3-b]pyridineformic acid C(C)N(S(=O)(=O)NC=1C(=C(C(=O)C2=C(NC3=NC=CC=C32)C(=O)O)C(=CC1)F)F)C